6-(trifluoromethyl)-pyridin FC(C1=CC=CC=N1)(F)F